C(C)(=O)N1[C@@H](CN(C[C@@H]1C)C(C(=C)F)=O)C1=CC(=NC(=C1)Cl)C=1N(C(C=CC1)C)C 4'-((2R,6S)-1-acetyl-4-(2-fluoroacryloyl)-6-methylpiperazin-2-yl)-6'-chloro-N,6-dimethyl-[2,2'-bipyridine]